3-(2-(3-oxo-3-(4-(5-(trifluoromethyl)pyrimidin-2-yl)piperazine-1-yl)propoxy)ethyl)benzamide O=C(CCOCCC=1C=C(C(=O)N)C=CC1)N1CCN(CC1)C1=NC=C(C=N1)C(F)(F)F